(R)-N-(4-(1-(2-cyanoacetyl)-6-ethyl-1,2,3,6-tetrahydropyridin-4-yl)-1H-pyrrolo[2,3-b]pyridin-6-yl)cyclopropylcarboxamide C(#N)CC(=O)N1CCC(=C[C@H]1CC)C1=C2C(=NC(=C1)NC(=O)C1CC1)NC=C2